C(C1=CC=CC=C1)OC1=C2C(=C(N(C2=CC=C1)C1=CC(=C(C=C1)F)F)C1CCOCC1)I 4-benzyloxy-1-(3,4-difluorophenyl)-3-iodo-2-tetrahydropyran-4-yl-indole